4-(2-aminophenyl)-2-methylpentane-2-ol NC1=C(C=CC=C1)C(CC(C)(O)C)C